(tert-butyl)-3-nitrobenzenesulfonamide C(C)(C)(C)C1=C(C=CC=C1[N+](=O)[O-])S(=O)(=O)N